tert-butyl N-[5,5-difluoro-8-[5-(1-methyl-1-methylsulfonyl-ethyl)-1,3,4-oxadiazol-2-yl]-2-oxo-1-[(4-phenoxyphenyl)methyl]-3,4-dihydro-1-benzazepin-3-yl]carbamate FC1(CC(C(N(C2=C1C=CC(=C2)C=2OC(=NN2)C(C)(S(=O)(=O)C)C)CC2=CC=C(C=C2)OC2=CC=CC=C2)=O)NC(OC(C)(C)C)=O)F